BrC(C(=O)OC(C)(C)C)C=1C=CC=C2C(=NN(C12)C)C1CC1 tert-butyl 2-bromo-2-(3-cyclopropyl-1-methyl-1H-indazol-7-yl)acetate